(8S)-N-(1-(6-cyclohexylpyridin-2-yl)-2-(methylamino)-2-oxoethyl)-2-(2-cyclopropyl-2-methylpropanoyl)-6-(thiazole-5-carbonyl)-2,6-diazaspiro[3.4]octane-8-carboxamide C1(CCCCC1)C1=CC=CC(=N1)C(C(=O)NC)NC(=O)[C@@H]1CN(CC12CN(C2)C(C(C)(C)C2CC2)=O)C(=O)C2=CN=CS2